tert-butyl (21-((4-aminophenyl)amino)-21-oxo-3,6,9,12,15,18-hexaoxahenicosyl)carbamate NC1=CC=C(C=C1)NC(CCOCCOCCOCCOCCOCCOCCNC(OC(C)(C)C)=O)=O